BrC1C(CCC(C1)C1=CC=CC=C1)=O 2-bromo-4-phenylcyclohexan-1-one